[Si](C)(C)(C(C)(C)C)OC1=CN(CC1)C1=CC=CC(=N1)C(=O)OC (R)-Methyl 6-(3-(tert-butyldimethylsilyloxy)pyrrolin-1-yl)picolinate